C(#N)C1=C(C(=NC2=C(C=C(C=C12)F)[C@H](C)NC1=C(C(=O)O)C=CC=C1)C1(CCOCC1)C)C (s)-2-((1-(4-cyano-6-fluoro-3-methyl-2-(4-methyltetrahydro-2H-pyran-4-yl)quinolin-8-yl)ethyl)amino)benzoic acid